BrC1=CN(C=2N=CN=C(C21)Cl)[C@@H]2C[C@@H]([C@@H]1[C@H]2OC(O1)(C)C)C(=O)N(C)C (3aR,4S,6R,6aS)-6-(5-bromo-4-chloro-7H-pyrrolo[2,3-d]pyrimidin-7-yl)-N,N,2,2-tetramethyltetrahydro-4H-cyclopenta[d][1,3]dioxole-4-carboxamide